C(CCCCCCCCCCCCCCCCCCCCCCCCCCCCCC(=O)O)(=O)O hentriacontandioic acid